4-((cyclohexyl(4-isopropoxyphenyl)methyl)amino)cyclohexanol C1(CCCCC1)C(C1=CC=C(C=C1)OC(C)C)NC1CCC(CC1)O